2-methyl-1'H,2H-3,4'-bipyrazole CN1N=CC=C1C=1C=NNC1